ClC1=C(C=CC=C1Cl)C1C(=C(NC(=C1C(=O)OCC)C)C)C(=O)OC 5-O-ethyl 3-O-methyl 4-(2,3-dichloro-phenyl)-2,6-dimethyl-1,4-dihydropyridin-3,5-dicarboxylate